2-(QUINOLIN-8-YL)ACETALDEHYDE N1=CC=CC2=CC=CC(=C12)CC=O